FC=1C=CC=C2C=C(C(NC12)=O)C1=NC(CC2=C(C=CC=C12)F)(C)C 8-Fluoro-3-(5-fluoro-3,3-dimethyl-3,4-dihydroisoquinolin-1-yl)quinolone